FC(OC1=CC=CC=2C(N([C@H]3C=4C([C@@H](C21)C3)=C3N(N4)C=NC(=C3)O)C)=O)F (7R,14S)-1-(difluoromethoxy)-12-hydroxy-6-methyl-6,7-dihydro-7,14-methanobenzo[c]pyrimido[1',6':1,5]pyrazolo[4,3-f]azocin-5(14H)-one